BrC=1C=C2C(=NC1)NC=C2CCN(C)CC 2-(5-bromo-1H-pyrrolo[2,3-b]pyridin-3-yl)-N-ethyl-N-methylethan-1-amine